3,4-Difluoro-2-(2-fluoro-4-iodoanilino)-5-[[3-fluoro-2-[[methyl-(methyl-amino)-oxo-λ6-sulfanylidene]amino]pyridin-4-yl]methyl]benzamide FC=1C(=C(C(=O)N)C=C(C1F)CC1=C(C(=NC=C1)N=S(=O)(NC)C)F)NC1=C(C=C(C=C1)I)F